Cl.Cl.N[C@]1([C@@H](CC[C@H](C1)CCB(O)O)CNC([C@@H](C)N)=O)C(=O)O (1R,2S,5R)-1-Amino-2-(((R)-2-aminopropanamido)methyl)-5-(2-boronoethyl)cyclohexane-1-carboxylic acid dihydrochloride